8-(3-methyl-2,6-dioxopiperidin-3-yl)-1H-pyrrolo[3,4-f]quinoxaline-2,3,7,9(4H,8H)-tetraone CC1(C(NC(CC1)=O)=O)N1C(C=2C=3NC(C(NC3C=CC2C1=O)=O)=O)=O